2-(4,4-difluoroazepan-1-yl)-7-fluoro-N-(2-(methylthio)pyridin-4-yl)quinoline-3-carboxamide FC1(CCN(CCC1)C1=NC2=CC(=CC=C2C=C1C(=O)NC1=CC(=NC=C1)SC)F)F